Methyl 5-amino-4-(trifluoromethyl)-2-vinyl-benzoate NC=1C(=CC(=C(C(=O)OC)C1)C=C)C(F)(F)F